N-(1-cyano-2-ethylperoxyethyl)-4-chlorobenzamide C(#N)C(COOCC)NC(C1=CC=C(C=C1)Cl)=O